ClC1=C(N(C=C1)C)C1=NN=C(S1)NC(=O)C1=CC(=C(C(O1)=O)OC)N[C@@H]1[C@@H](CC1)O N-(5-(3-chloro-1-methyl-1H-pyrrol-2-yl)-1,3,4-thiadiazol-2-yl)-4-(((1S,2R)-2-hydroxycyclobutyl)amino)-3-methoxy-2-oxo-2H-pyran-6-carboxamide